2-(3,5-dichlorophenyl)-N-(4,4-difluorocyclohexyl)benzo[d]oxazole-6-carboxamide ClC=1C=C(C=C(C1)Cl)C=1OC2=C(N1)C=CC(=C2)C(=O)NC2CCC(CC2)(F)F